1-(4-(4-chlorophenoxy)-2-(trifluoromethyl) phenyl)-2-methyl-ethylene oxide ClC1=CC=C(OC2=CC(=C(C=C2)C2C(C)O2)C(F)(F)F)C=C1